O=S1(CCC(CC1)NC1=C2C=C(N(C2=CC=C1)CC(F)(F)F)C=1C=C(C(=O)O)C=CC1)=O 3-{4-[(1,1-dioxo-1λ6-thian-4-yl)amino]-1-(2,2,2-trifluoroethyl)-1H-indol-2-yl}benzoic acid